C(C)(C)C1=C(C(=CC=C1)F)N1N=C2C(=CC1=O)NNC2=O 5-(2-isopropyl-6-fluorophenyl)-1H-pyrazolo[4,3-c]pyridazine-3,6(2H,5H)-dione